CC1=[O+]C2=C(C(=C1)C)C=CC=C2 2,4-dimethylbenzopyrylium